tri(2-hydroxyethyl) phosphate P(=O)(OCCO)(OCCO)OCCO